C(#N)/C(/C(=O)N(C(C)C)C(CCC)C1=CC=C(OCC(=O)O)C=C1)=C\C=1SC=CN1 (E)-2-(4-(1-(2-cyano-N-isopropyl-3-(thiazol-2-yl)acrylamido)butyl)phenoxy)acetic acid